(4-(difluoromethyl)-2-(1-fluoroethyl)oxazol-5-yl)((S)-4-(4-fluorobenzo[d]thiazol-2-yl)-6,7-dihydro-1H-imidazo[4,5-c]pyridin-5(4H)-yl)methanone FC(C=1N=C(OC1C(=O)N1[C@@H](C2=C(CC1)NC=N2)C=2SC1=C(N2)C(=CC=C1)F)C(C)F)F